2-(benzofuran-5-yl)-N-(3,5-dichloro-4-(2,6-dioxopiperidin-3-yl)benzyl)-2-methylpropanamide O1C=CC2=C1C=CC(=C2)C(C(=O)NCC2=CC(=C(C(=C2)Cl)C2C(NC(CC2)=O)=O)Cl)(C)C